C(CCCCCCC)C1=C(C=CC=C1)O.[NH4+] ammonium octylphenol